mercaptononyl-3,6,9,12,15,18,21-heptaoxatricosanoic Acid SCCCCCCCCCC(C(=O)O)OCCOCCOCCOCCOCCOCCOCC